C(C1=CC=CC=C1)OC1=CC=C(C=C1)C[C@@H](C(=O)NC)NC(CC1CCN(CC1)C(=O)OC(C)(C)C)=O tert-Butyl (S)-4-(2-((3-(4-(benzyloxy)phenyl)-1-(methylamino)-1-oxopropan-2-yl)amino)-2-oxoethyl)piperidine-1-carboxylate